C(C)(=O)NCCC1=CC=C(C=C1)S(=O)(=O)Cl 4-(2-acetamidoethyl)benzenesulfonyl chloride